4-(benzo[d]oxazol-2(3H)-one-5-yl)-N2-(7-(pyrrolidin-1-yl)-6,7,8,9-tetrahydro-5H-benzo[7]annulen-2-yl)-5-methylpyrimidine-2,4-diamine O1C(NC2=C1C=CC(=C2)C2(NC(=NC=C2C)NC=2C=CC1=C(CCC(CC1)N1CCCC1)C2)N)=O